3-(4,4,5,5-tetramethyl-1,3,2-dioxaborolan-2-yl)-1H-indole CC1(OB(OC1(C)C)C1=CNC2=CC=CC=C12)C